(S)-2-(2-(1-methyl-1H-pyrazole-4-carbonyl)-6-(3-methyl-1H-pyrrolo[2,3-b]pyridin-5-yl)isoindoline-4-yl)pyrrolidine CN1N=CC(=C1)C(=O)N1CC2=CC(=CC(=C2C1)[C@H]1NCCC1)C=1C=C2C(=NC1)NC=C2C